ClC1=NC=C(C2=C1NC=1CCCCC21)C2=C1CCN(CC1=CC=C2)C(=O)OC(C)(C)C tert-butyl 5-(1-chloro-6,7,8,9-tetrahydro-5H-pyrido[3,4-b]indol-4-yl)-3,4-dihydroisoquinoline-2(1H)-carboxylate